N1C=CC=2C1=NC=C(C2)C2=CC=C(C=C2)CCCNC(C2=C(N=CC=C2)C)=O N-(3-(4-(1H-pyrrolo[2,3-b]pyridin-5-yl)phenyl)propyl)-2-methylnicotinamide